12-(3-Methoxypropoxy)-3,3-dimethyl-7-oxo-2,3,3a,14a-tetrahydro-1H,7H-cyclopenta[5,6]pyrido[2',1':3,4]pyrazino[1,2-b]indazole-6-carboxylic acid ethyl ester C(C)OC(=O)C=1C(C=C2N(C3C(N4N=C5C(=CC=CC5=C42)OCCCOC)CCC3(C)C)C1)=O